N1=CC=C(C=C1)CC1=CN=C(N1)[C@@H](O)C=1SC=CN1 |r| Rac-(5-(pyridin-4-ylmethyl)-1H-imidazol-2-yl)(thiazol-2-yl)methanol